COC(=O)C1=CC=CC=C1CBr methyl 2-bromomethyl benzoate